1-(8-Hydroxy-2,5-dimethylquinolin-7-yl)ethanone OC=1C(=CC(=C2C=CC(=NC12)C)C)C(C)=O